O1C=CC2=C1C=CC(=C2)C(=O)C=2C=NC1=CC(=CC=C1C2Cl)OCC2=CC=CC=C2 benzofuran-5-yl-(7-(benzyloxy)-4-chloroquinolin-3-yl)methanone